CS(=O)(=O)OCCC#CC=1C=C2C(=NC=NN2C1)C1=CC(=C(C=C1)CNC(=O)C1=NOC(=N1)C(C)(C)C)C 4-[4-[4-[[(5-tert-butyl-1,2,4-oxadiazole-3-carbonyl)amino]methyl]-3-methyl-phenyl]pyrrolo[2,1-f][1,2,4]triazin-6-yl]but-3-ynyl methanesulfonate